tert-butyl 3-(5-chloro-6-hydroxy-4-oxo-quinazolin-3-yl)-1-oxa-8-azaspiro[4.5]decane-8-carboxylate ClC1=C2C(N(C=NC2=CC=C1O)C1COC2(C1)CCN(CC2)C(=O)OC(C)(C)C)=O